N1[C@H](CCC1)C(=O)NS(=O)(=O)OC[C@@H]1[C@H]([C@H]([C@@H](O1)N1C=NC=2C(N)=NC=NC12)O)O 5'-O-[N-(D-Prolyl)-sulfamoyl]adenosine